N-(6-(hydroxyamino)-6-oxohexyl)-3-methoxy-4-((5-nitro-1H-indol-3-yl)methyl)benzamide ONC(CCCCCNC(C1=CC(=C(C=C1)CC1=CNC2=CC=C(C=C12)[N+](=O)[O-])OC)=O)=O